C(C)(C)(C)OCCNCCCC=1NC=CN1 N-(2-(t-butoxy)ethyl)-3-(imidazolyl)propan-1-amine